CN1N=C(C(=C1)C1=NC=NC2=CC(=C(C=C12)C(C(=O)N)C)C#CCN1CCOCC1)C1=CC=CC=C1 (4-(1-methyl-3-phenyl-1H-pyrazol-4-yl)-7-(3-morpholinoprop-1-yn-1-yl)quinazolin-6-yl)propanamide